OOCNCCNCCCCC dioxa-4,7-diazadodecan